3-Bromo-5-chloro-6-methylpyrazolo[1,5-a]pyrimidine BrC=1C=NN2C1N=C(C(=C2)C)Cl